(5S,7S)-5-(3-chloro-2-fluorophenyl)-7-fluoro-6,7-dihydro-5H-pyrrolo[1,2-b][1,2,4]triazole-2-thiol ClC=1C(=C(C=CC1)[C@@H]1C[C@@H](C=2N1N=C(N2)S)F)F